N-{5-[3-(4,4-difluorocyclohexyl)-1,2,4-oxadiazol-5-yl]-4,5,6,7-tetrahydro[1,3]thiazolo[5,4-c]pyridin-2-yl}-N'-[(1-methyl-1H-1,2,4-triazol-3-yl)methyl]urea FC1(CCC(CC1)C1=NOC(=N1)N1CC2=C(CC1)N=C(S2)NC(=O)NCC2=NN(C=N2)C)F